2-(Bis(2-aminoethyl)amino)ethan-1-ol NCCN(CCO)CCN